cis-4-(2-Amino-2-methylpropanoyl)-N-(1-(4-((4-aminopiperidin-1-yl)methyl)phenyl)-2-oxo-1,2-dihydropyrimidin-4-yl)-2,6-dimethylpiperazine-1-carboxamide hydrochloride salt Cl.NC(C(=O)N1C[C@@H](N([C@@H](C1)C)C(=O)NC1=NC(N(C=C1)C1=CC=C(C=C1)CN1CCC(CC1)N)=O)C)(C)C